BrC1=C2C=CC=CC2=C(C2=CC=CC=C12)C1=CC=CC2=C1C1=C(O2)C=2C=CC=CC2C=C1 7-(10-bromoanthracen-9-yl)naphtho[1,2-b]benzofuran